3-[di-(2-ethylhexyl-oxy)phosphoryl]propionic acid C(C)C(COP(=O)(OCC(CCCC)CC)CCC(=O)O)CCCC